2,9-Dioxaspiro[5.5]undecan C1OCCCC12CCOCC2